C(CC)N(CCC)CCN(CCN(CCC)CCC)CCN(CCC)CCC tris[2-(N,N-dipropylamino)ethyl]amine